1-(4-cyano-3-(trifluoromethyl)phenyl)-N-(5-(3-hydroxy-prop-1-yn-1-yl)pyridin-2-yl)piperidine-4-carboxamide C(#N)C1=C(C=C(C=C1)N1CCC(CC1)C(=O)NC1=NC=C(C=C1)C#CCO)C(F)(F)F